tert-Butyl((3R,4R)-1-(2-chloro-5-(1-(2,2,2-trifluoroethyl)-1H-pyrazol-4-yl)pyridin-4-yl)-4-fluoropiperidin-3-yl)carbamate C(C)(C)(C)OC(N[C@@H]1CN(CC[C@H]1F)C1=CC(=NC=C1C=1C=NN(C1)CC(F)(F)F)Cl)=O